N[C@H](C(=O)O)COC1=CC=CC=C1 (2S)-2-amino-3-phenoxy-propanoic acid